N-[4-chloro-3-[[5-[2-(4-fluorophenyl)ethynyl]-3-methyl-2-pyridyl]carbamoyl]phenyl]oxetane-2-carboxamide ClC1=C(C=C(C=C1)NC(=O)C1OCC1)C(NC1=NC=C(C=C1C)C#CC1=CC=C(C=C1)F)=O